N=1N=CN2C=NC(=CC21)OC2=C(C=C(C=C2)NC2=NC=NC1=CC=C(C=C21)C2=CCN(CC2)C(C(=C)F)=O)C 1-(4-(4-((4-([1,2,4]triazolo[4,3-c]pyrimidin-7-yloxy)-3-methylphenyl)amino)quinazolin-6-yl)-5,6-dihydropyridin-1(2H)-yl)-2-fluoroprop-2-en-1-one